OC(CN[C@H]1[C@H](CCCC1)OC=1C=C2CN(C(C2=CC1)=O)C1C(NC(CC1)=O)=O)(C)C 3-(5-(((1S,2R)-2-((2-hydroxy-2-methylpropyl)amino)cyclohexyl)oxy)-1-oxoisoindolin-2-yl)piperidine-2,6-dione